(S)-4-(6-(3-aminopiperidin-1-yl)pyridin-3-yl)-6-(1-methyl-1H-pyrazol-4-yl)pyrazolo[1,5-a]pyrazine-3-carbonitrile 2,2,2-trifluoroacetate FC(C(=O)O)(F)F.N[C@@H]1CN(CCC1)C1=CC=C(C=N1)C=1C=2N(C=C(N1)C=1C=NN(C1)C)N=CC2C#N